BrC1=CC=2C(C3=CC=CC=C3C2C(=C1)Br)=O 2,4-dibromo-9H-fluoren-9-one